7-Bromo-5-iodo-4-oxo-3,4-dihydro-phthalazine-1-carboxylic acid methyl ester COC(=O)C1=NNC(C2=C(C=C(C=C12)Br)I)=O